2-((3-(3-hydroxy-2,2,4,4-tetramethylcyclobutoxy)-1-(methyl-d3)-1H-pyrazol-4-yl)amino)-7-((S)-1-methoxypropan-2-yl)-7H-pyrrolo[2,3-d]pyrimidine-6-carbonitrile OC1C(C(C1(C)C)OC1=NN(C=C1NC=1N=CC2=C(N1)N(C(=C2)C#N)[C@H](COC)C)C([2H])([2H])[2H])(C)C